C1(CC1)OC1=NN(C=C1[N+](=O)[O-])C1COC1 3-cyclopropoxy-4-nitro-1-(oxetan-3-yl)-1H-pyrazole